C1(=NC=CC2=C1CC[C@H]2N)N (5R)-5H,6H,7H-cyclopenta[c]pyridine-1,5-diamine